C(=O)(O)C=1C=C(C=C(C(=O)OCCC)C#N)C=CC1 n-propyl 3-carboxy-α-cyanocinnamate